CS(=O)(=O)C1=CC(=C(NC2=NNC3=CC(=CC=C23)[C@@H]2C[C@@]23C(NC2=CC=C(C=C32)OC)=O)C=C1)OC (1R,2S)-2-{3-[4-(Methanesulfonyl)-2-methoxyanilino]-1H-indazol-6-yl}-5'-methoxyspiro[cyclopropane-1,3'-indol]-2'(1'H)-one